P(OCCCC)(OCCCC)=O n-butyl (n-butyl) phosphonate